4-(5-fluoro-4-(hydrazinocarbonyl)pyrimidin-2-yl)piperazine-1-carboxylic acid tert-butyl ester C(C)(C)(C)OC(=O)N1CCN(CC1)C1=NC=C(C(=N1)C(=O)NN)F